C(CCC)NCCCCCCCCCCNCCCC 1,10-dibutylaminodecane